CC1=CC=C(C=N1)NCC#C 6-methyl-N-(prop-2-yn-1-yl)pyridin-3-amine